O1N=C(C=C1)C1=NN(C(=C1)C(=O)OCC)CCC(F)(F)F ethyl 3-(isoxazol-3-yl)-1-(3,3,3-trifluoropropyl)-1H-pyrazole-5-carboxylate